2-hydroxy-3-{[5-({2-hydroxy-5-methyl-3-[(2,3,4,5,6-pentahydroxyhexyl)carbamoyl]phenyl}methyl)-1,5,9-triazacyclododecan-1-yl]methyl}-5-methyl-N-(2,3,4,5,6-pentahydroxyhexyl)benzamide OC1=C(C(=O)NCC(C(C(C(CO)O)O)O)O)C=C(C=C1CN1CCCN(CCCNCCC1)CC1=C(C(=CC(=C1)C)C(NCC(C(C(C(CO)O)O)O)O)=O)O)C